C(C)SC1=NN2C(N=CC=C2C2=CC(=CC=C2)C(F)(F)F)=C1C1=NC2=C(C=NC(=C2)C(F)(F)F)N1C 2-(2-(ethylthio)-7-(3-(trifluoromethyl)phenyl)pyrazolo[1,5-a]pyrimidin-3-yl)-3-methyl-6-(trifluoromethyl)-3H-imidazo[4,5-c]pyridine